ethyl (3S)-3-(2-(5-(2-(dimethylamino)ethyl)-3-methyl-2-oxopyridin-1(2H)-yl)-4-methylpentanamido)-3-(4-fluoro-2',5,6'-trimethyl-[1,1'-biphenyl]-3-yl)propanoate CN(CCC=1C=C(C(N(C1)C(C(=O)N[C@@H](CC(=O)OCC)C=1C=C(C=C(C1F)C)C1=C(C=CC=C1C)C)CC(C)C)=O)C)C